(3s,4s)-4-({5-fluoro-4-[4-fluoro-2-methyl-1-(propan-2-yl)-1H-benzimidazol-6-yl]pyrimidin-2-yl}amino)-1-methylpiperidin-3-ol FC=1C(=NC(=NC1)N[C@@H]1[C@H](CN(CC1)C)O)C=1C=C(C2=C(N(C(=N2)C)C(C)C)C1)F